OOP(=O)(OC)CCC1C(NC(N1)=O)=O 5-[2-(Hydroxy(methyl)phosphono)ethyl]hydantoin